[C@H](C)(CC)NC=1N=CC2=C(N1)NC=C2C=2C=C(C1=C(N(C(=N1)C)C1CCN(CC1)C)C2)F (S)-N-(sec-butyl)-5-(4-fluoro-2-methyl-1-(1-methylpiperidin-4-yl)-1H-benzo[d]imidazol-6-yl)-7H-pyrrolo[2,3-d]pyrimidin-2-amine